3-(pyridin-3-yl)propan-1-amine di-hydrochloride Cl.Cl.N1=CC(=CC=C1)CCCN